C(C)NS(=O)(=O)C=1C=C2N=CCN(C2=CC1)C N-Ethyl-1-methyl-1,2-dihydroquinoxaline-6-sulfonamide